(R)-N-((S)-1-((4-Carbamimidoylbenzyl)amino)-1-oxopropan-2-yl)-4-phenyl-2-((4-(piperazin-1-yl)benzyl)amino)butanamide, Trifluoroacetate Salt FC(C(=O)O)(F)F.C(N)(=N)C1=CC=C(CNC([C@H](C)NC([C@@H](CCC2=CC=CC=C2)NCC2=CC=C(C=C2)N2CCNCC2)=O)=O)C=C1